(R)-N-(4-((2-((1-((1,4-dioxan-2-yl)methyl)-5-(tert-butyl)-1H-pyrazol-3-yl)amino)-1,7-dimethyl-1H-imidazo[4,5-d]pyridin-6-yl)oxy)pyridin-2-yl)acetamide O1[C@@H](COCC1)CN1N=C(C=C1C(C)(C)C)NC1=NC=2C(=C(C(=NC2)OC2=CC(=NC=C2)NC(C)=O)C)N1C